3-(3-Amino-3-carboxypropyl)pseudouridine NC(CCN1C(NC=C([C@H]2[C@H](O)[C@H](O)[C@@H](CO)O2)C1=O)=O)C(=O)O